C1(NC=CC=2CNCCC12)=O 5,6,7,8-tetrahydro-2,6-naphthyridine-1(2H)-one